3-phenyl-cyclobutanone C1(=CC=CC=C1)C1CC(C1)=O